6-(6-fluoro-4-methoxy-2-(((1r,4r)-4-methoxy-4-methylcyclohexyl)amino)pyrrolo[2,1-f][1,2,4]triazin-5-yl)-N-methylimidazo[1,2-a]pyridine-3-carboxamide FC=1C(=C2C(=NC(=NN2C1)NC1CCC(CC1)(C)OC)OC)C=1C=CC=2N(C1)C(=CN2)C(=O)NC